2-carboxy-7-((3'-(methylthio)-[1,1'-biphenyl]-2-yl)oxy)-1,2,3,4-tetrahydronaphthalene C(=O)(O)C1CC2=CC(=CC=C2CC1)OC1=C(C=CC=C1)C1=CC(=CC=C1)SC